S(=O)(=O)(O)O.C(CCCCCCCCCCC)(=O)O lauric acid sulfate